3-(5-chloro-6-(oxazol-5-ylmethoxy)-3,4-dihydroisoquinolin-2(1H)-yl)-2-hydroxypropyl-2-fluoroisonicotinamide ClC1=C2CCN(CC2=CC=C1OCC1=CN=CO1)CC(CC1=C(C(=O)N)C=CN=C1F)O